NC=1C(=NC(=CN1)C1=CC(=C2CCN(CC2=C1)C)C)N1N=CC(=C1)C(=O)N1CCN(CC1)C (1-(3-amino-6-(2,5-dimethyl-1,2,3,4-tetrahydroisoquinolin-7-yl)pyrazin-2-yl)-1H-pyrazol-4-yl)(4-methylpiperazin-1-yl)methanone